2,2,2-Trifluoroethyl 3-(5-bromo-3-phenyl-1H-indazol-1-yl)-2,2-dimethylpropanoate BrC=1C=C2C(=NN(C2=CC1)CC(C(=O)OCC(F)(F)F)(C)C)C1=CC=CC=C1